CC=1N=NN(C1)C1=CC=CC=C1 methyl-1-phenyl-1H-1,2,3-triazole